4-(4-chlorobenzyl)-7-(thiophen-3-ylmethyl)-1,2,6,7,8,9-hexahydroimidazo[1,2-a]pyrido[3,4-e]pyrimidin-5(4H)-one ClC1=CC=C(CN2C=3N(C4=C(C2=O)CN(CC4)CC4=CSC=C4)CCN3)C=C1